7-methylbenzo[4,5]imidazo[2,1-b]thiazole-6-carboxylic acid methyl ester COC(=O)C1=CC2=C(N=C3SC=CN32)C=C1C